2-((1-(2-(4,4-dimethylpiperidin-1-yl)-7-(1,1-dioxidothiomorpholine-4-carbonyl)-4-oxo-4H-pyrido[1,2-a]pyrimidin-9-yl)ethyl)amino)benzamide CC1(CCN(CC1)C=1N=C2N(C(C1)=O)C=C(C=C2C(C)NC2=C(C(=O)N)C=CC=C2)C(=O)N2CCS(CC2)(=O)=O)C